FC=1C=C(C=CC1F)N1C(=CC2=C(C=C(C=C12)[N+](=O)[O-])OCOC)C1CCOCC1 1-(3,4-difluorophenyl)-4-(methoxymethoxy)-6-nitro-2-tetrahydropyran-4-yl-indole